2,4-dichloro-6-[3-oxabicyclo[4.1.0]heptane-6-yl]pyridine ClC1=NC(=CC(=C1)Cl)C12CCOCC2C1